FC(C(=O)N)(C1=C(C=C(C=C1)F)OC(C)C)F difluoro-2-(4-fluoro-2-isopropoxyphenyl)acetamide